C(C1=CC=CC=C1)(C1=CC=CC=C1)(C1=CC=CC=C1)N1C=NC(=C1)C1=C(\C=C\2/CCN3C=CC=C3C2=O)C=CC=C1 (E)-7-(2-(1-trityl-1H-imidazol-4-yl)benzylidene)-6,7-dihydroindolizin-8(5H)-one